5-((((2-((2-chloro-3-(3'-chloro-5-(((2-hydroxyethyl)amino)methyl)-6-methoxy-[2,4'-bipyridin]-2'-yl)phenyl)amino)-3-fluoropyridin-4-yl)methyl)amino)methyl)pyrrolidin-2-one ClC1=C(C=CC=C1C1=NC=CC(=C1Cl)C1=NC(=C(C=C1)CNCCO)OC)NC1=NC=CC(=C1F)CNCC1CCC(N1)=O